NC1=NC2=CC=C(C=C2C=C1C)C(=O)N(CC1=NC=C(C=C1)C(F)(F)F)[C@H]1CCC=2SC(=CC21)Cl 2-amino-N-((4S)-2-chloro-5,6-dihydro-4H-cyclopenta[b]thiophen-4-yl)-3-methyl-N-((5-(trifluoromethyl)-2-pyridinyl)methyl)-6-quinolinecarboxamide